NCC#CC1=CC=C(C=C1)C1=NC(C=2N(C3=C1C(=C(S3)C)C)C(=NN2)C)CC(=O)OC(C)(C)C tert-butyl 2-(4-(4-(3-aminoprop-1-yn-1-yl)phenyl)-2,3,9-trimethyl-6H-thieno[3,2-f][1,2,4]triazolo[4,3-a][1,4]diazepin-6-yl)acetate